CN1CCN(CC1)CC1=CC=C(C=C1)[N+](=O)[O-] 1-methyl-4-(4-nitrobenzyl)piperazine